(1S,3R,5R)-N-(4-([1,2,4]triazolo[1,5-a]pyrazin-6-yl)-5-(trifluoromethyl)pyridin-2-yl)-3-methyl-1-(5-methyl-1,3,4-oxadiazol-2-yl)-6-azabicyclo[3.1.1]heptane-6-carboxamide N=1C=NN2C1C=NC(=C2)C2=CC(=NC=C2C(F)(F)F)NC(=O)N2[C@@H]1C[C@H](C[C@]2(C1)C=1OC(=NN1)C)C